6-Bromo-N-(3-chloro-5-((2-(diisopropylamino)ethyl)thio)phenyl)quinoline-8-sulfonamide BrC=1C=C2C=CC=NC2=C(C1)S(=O)(=O)NC1=CC(=CC(=C1)SCCN(C(C)C)C(C)C)Cl